O1COC2=C1C=CC(=C2)OC2=NC=NC1=CC(=C(C=C21)OC)OC 4-(benzo[d][1,3]dioxol-5-yloxy)-6,7-dimethoxyquinazoline